FC1=C(CC2=C(C(=CC(=C2)C)C)O)C(=CC=C1)F 2-(2,6-difluorobenzyl)-4,6-dimethylphenol